(R)-(5-(1-aminoethyl)-2,3-dihydro-1H-indol-1-yl)(2-chloropyridyl)methanone N[C@H](C)C=1C=C2CCN(C2=CC1)C(=O)C=1C(=NC=CC1)Cl